1-(2-fluoro-4-(5-(trifluoromethyl)-1,2,4-oxadiazol-3-yl)phenyl)-2-(((1-methyl-1H-pyrazol-4-yl)methyl)thio)ethan-1-one FC1=C(C=CC(=C1)C1=NOC(=N1)C(F)(F)F)C(CSCC=1C=NN(C1)C)=O